C(C)NC1=NC=2C=C(C(=CC2C2=C1C(OC(C2)C)C)OC)OCCCN2CCCC2 N-ethyl-9-methoxy-2,4-dimethyl-8-(3-(pyrrolidin-1-yl)propoxy)-1,4-dihydro-2H-pyrano[3,4-c]quinolin-5-amine